Cl.N[C@H]1C(NCC1)=O (R)-3-aminopyrrolidin-2-one hydrochloride